3-bromo-N,N-bis(2,4-dimethoxybenzyl)thiophene-2-sulfonamide BrC1=C(SC=C1)S(=O)(=O)N(CC1=C(C=C(C=C1)OC)OC)CC1=C(C=C(C=C1)OC)OC